4-(2-Hydroxy-ethyl)-10-oxa-4-azatricyclo[5.2.1.02,6]-dec-8-ene-3,5-dione OCCN1C(C2C3C=CC(C2C1=O)O3)=O